C1(=CC=CC=C1)C1=NC(=NC(=N1)C1=CC=CC=C1)C=1C=C(C=C(C1)B1OC(C(O1)(C)C)(C)C)C1=CC=CC=C1 2,4-diphenyl-6-(5-(4,4,5,5-tetramethyl-1,3,2-dioxaborolan-2-yl)-[1,1'-biphenyl]-3-yl)-1,3,5-triazine